5-(1-propynoyl-5-phenylpyrazolidin-3-ylidene)-1,3-dicyclohexylbarbituric acid C(C#C)(=O)N1NC(CC1C1=CC=CC=C1)=C1C(N(C(N(C1=O)C1CCCCC1)=O)C1CCCCC1)=O